N-[3-(6-amino-9H-purin-8-yl)-2,4-difluorophenyl]-5-chloro-2-methoxypyridine NC1=C2N=C(NC2=NC=N1)C=1C(=C(C=CC1F)N1C(C=CC(=C1)Cl)OC)F